3-((4-(2-(2,6-Dioxopiperidin-3-yl)-1-oxoisoindolin-5-yl)piperidin-1-yl)methyl)-N-phenylbenzenesulfonamide O=C1NC(CCC1N1C(C2=CC=C(C=C2C1)C1CCN(CC1)CC=1C=C(C=CC1)S(=O)(=O)NC1=CC=CC=C1)=O)=O